Dipropylaluminum chloride C(CC)[Al](CCC)Cl